OC=1C=CC=2[C@H]3CC[C@@]4(C(CC[C@H]4[C@@H]3CCC2C1)=O)C (8R,9S,13S,14S)-3-hydroxy-13-methyl-6,7,8,9,11,12,13,14,15,16-decahydro-17H-cyclopenta[a]phenanthren-17-one